oxalic acid Chloride C(C(=O)Cl)(=O)Cl